COC1=CC=C(C=C1)[C@]1(C=CC2=C(O1)C=1C=C(C=CC1C1=C2C(C2=CC(=CC=C21)OC)(C)O)OC)C2=CC=C(C=C2)N2CCOCC2 (P-s)-3-(4-methoxyphenyl)-3-(4-morpholinophenyl)-6,11-dimethoxy-13-hydroxy-13-methyl-3H,13H-indeno[2',3':3,4]naphtho[1,2-b]pyran